C(#N)N=C(NC1=CC=CC2N(C=NC21)C)OC2=CC=CC=C2 Phenyl N'-cyano-N-(1-methyl-3a,7a-dihydro-1H-benzo[d]imidazol-4-yl)carbamimidate